N-((3-(8-(((3S,4R)-3-fluoro-1-methylpiperidin-4-yl)amino)-3-(2,2,2-trifluoroethyl)imidazo[1,2-a]pyrazin-2-yl)-1,2,4-oxadiazol-5-yl)methyl)cyclopropanecarboxamide F[C@H]1CN(CC[C@H]1NC=1C=2N(C=CN1)C(=C(N2)C2=NOC(=N2)CNC(=O)C2CC2)CC(F)(F)F)C